N-methyl-1-(4-(tributylsilyl)phenyl)-N-((4-(tributylsilyl)phenyl)(2-(trimethylsilyl)phenyl)phosphaneyl)-1-(2-(trimethylsilyl)phenyl)phosphanamine CN(P(C1=C(C=CC=C1)[Si](C)(C)C)C1=CC=C(C=C1)[Si](CCCC)(CCCC)CCCC)P(C1=C(C=CC=C1)[Si](C)(C)C)C1=CC=C(C=C1)[Si](CCCC)(CCCC)CCCC